C(C)OC=1NC(C=2C(N1)=NN(C2C)C2=C(C=C(C=C2O)C)F)=O 6-ethoxy-2-(2-fluoro-6-hydroxy-4-methylphenyl)-3-methyl-2,5-dihydro-4H-pyrazolo[3,4-d]pyrimidin-4-one